N12CCN(CCN(CCN(CC1)CCC(=O)O)CC2)CCC(=O)O 3,3'-(1,4,7,10-tetraazabicyclo[5.5.2]tetradecane-4,10-diyl)dipropanoic acid